(R)-N-[2-(4-nitrophenyl)propyl]acetamide [N+](=O)([O-])C1=CC=C(C=C1)[C@H](CNC(C)=O)C